C(C)(C)(C)OC(=O)C(C(=O)O)(CCCCN)C(=O)OC(C)(C)C tert-butyloxycarbonyl-(Boc)-6-aminohexanoic acid